F[C@]1(CN(CC[C@H]1O)C1=NC=CC(=N1)NC=1N=CC2=C(C=CC(=C2C1)C(C)C)N1CC(C1)(C)CS(=O)(=O)C)C (3S,4R)-3-fluoro-1-[4-({8-[3-(methanesulfonylmeth-yl)-3-methylazetidin-1-yl]-5-(propan-2-yl)isoquinolin-3-yl}amino)pyrimidin-2-yl]-3-methylpiperidin-4-ol